(+/-)-trans-3-((2-chloro-5-fluoro-6-phenylpyrimidin-4-yl)amino)bicyclo[2.2.2]Octane-2-carboxylic acid methyl ester COC(=O)C1C2CCC(C1NC1=NC(=NC(=C1F)C1=CC=CC=C1)Cl)CC2